Cl.N[C@H](C(=O)N[C@H](C(=O)OC(C)C)CC1=C(C=C(C=C1)Cl)Cl)CC1=CC(=CC(=C1)SCCCl)SCCCl isopropyl (2S)-2-[[(2S)-2-amino-3-[3,5-bis(2-chloroethylsulfanyl)phenyl]propanoyl]amino]-3-(2,4-dichlorophenyl)propanoate-hydrochloride